(3aS,6R,7aS)-3a-(3,4-dimethoxyphenyl)-1,6-dimethyloctahydro-1H-indole COC=1C=C(C=CC1OC)[C@@]12CCN([C@H]2C[C@@H](CC1)C)C